CN(C(=O)C12CNCC(C1)C2)C (dimethylcarbamoyl)-3-azabicyclo[3.1.1]heptan